C2-methyl-4-((6-methylpyridin-3-yl)oxy)aniline phenyl-(3-(tert-butyl)isoxazol-5-yl)carbamate C1(=CC=CC=C1)N(C(O)=O)C1=CC(=NO1)C(C)(C)C.CC1=C(N)C=CC(=C1)OC=1C=NC(=CC1)C